ClC1=NC(=CC(=N1)C(=O)NN)Cl N'-(2,6-dichloropyrimidin-4-yl)formylhydrazine